FC1=CC=C(C=C1)C(CCC(=O)O)=O 4-(4-fluoro-phenyl)-4-oxo-butyric acid